BrC1=CC=C2N=CC(=NC2=C1)C(C)NC(=O)C1CCOCC1 N-(1-(7-Bromoquinoxalin-2-yl)ethyl)tetrahydro-2H-pyran-4-carboxamide